CN1N=NC2=C1C=CC(=C2C)C(C(C(=O)O)(C)C)C2=CC(=C(C=C2)C)CN2C[C@H](OC1=NC3=CC=C(C=C3C=C1C2)C)CC 3-(1,4-dimethyl-1H-benzo[d][1,2,3]triazol-5-yl)-3-(3-(((R)-2-ethyl-8-methyl-2,3-dihydro-[1,4]oxazepino[7,6-b]quinolin-4(5H)-yl)methyl)-4-methylphenyl)-2,2-dimethylpropionic acid